methyl 4-[4-(dibutoxymethyl)piperidin-1-yl]-3-methylbenzoate C(CCC)OC(C1CCN(CC1)C1=C(C=C(C(=O)OC)C=C1)C)OCCCC